CO[Si](CCCC)(OC)OC trimethoxy(butyl)silane